racemic-[(5S,7S)-7-fluoro-5-phenyl-6,7-dihydro-5H-pyrrolo[1,2-b][1,2,4]triazol-2-yl]-[rac-(1S,2S)-2-methylcyclopropyl]methanone F[C@H]1C[C@H](N2N=C(N=C21)C(=O)[C@@H]2[C@H](C2)C)C2=CC=CC=C2 |r|